6-(4-amino-2,6-dichlorophenoxy)-2-(2-fluorophenyl)-3,4-dihydroisoquinoline NC1=CC(=C(OC=2C=C3CCN(CC3=CC2)C2=C(C=CC=C2)F)C(=C1)Cl)Cl